Br.NC1=C2C(=NC=N1)N(N=C2C=2C=NC=C(C2)O)[C@@H](C)C=2OC(C1=CC=CC=C1C2C2=CC(=CC=C2)CN(C)C)=O (S)-3-(1-(4-amino-3-(5-hydroxypyridin-3-yl)-1H-pyrazolo[3,4-d]pyrimidin-1-yl)ethyl)-4-(3-((dimethylamino)methyl)phenyl)-1H-isochromen-1-one Hydrobromide